(S)-2-(2-methylimidazo[1,2-b]pyridazin-6-yl)-7-(3-methylpiperazin-1-yl)-4H-pyrido[1,2-a]pyrimidin-4-one CC=1N=C2N(N=C(C=C2)C=2N=C3N(C(C2)=O)C=C(C=C3)N3C[C@@H](NCC3)C)C1